5-bromo-2-chloro-3-(methylsulfonyl)thiophene BrC1=CC(=C(S1)Cl)S(=O)(=O)C